bis((7-(4-(4-(benzo[b]thiophen-4-yl)piperazin-1-yl)butoxy)quinolin-2-yloxy)methyl)octanedioate S1C2=C(C=C1)C(=CC=C2)N2CCN(CC2)CCCCOC2=CC=C1C=CC(=NC1=C2)OCOC(CCCCCCC(=O)OCOC2=NC1=CC(=CC=C1C=C2)OCCCCN2CCN(CC2)C2=CC=CC=1SC=CC12)=O